tert-Butyl 2-chloro-4-((2,3,5,6-tetrafluoro-3'-(methoxy-d3)-[1,1'-biphenyl]-4-yl)carbamoyl)thiazole-5-carboxylate ClC=1SC(=C(N1)C(NC1=C(C(=C(C(=C1F)F)C1=CC(=CC=C1)OC([2H])([2H])[2H])F)F)=O)C(=O)OC(C)(C)C